(4-(2-(4-fluorophenyl)-2H-tetrazol-5-yl)piperidin-1-yl)((7S,9R)-9-hydroxy-6-azaspiro[3.5]nonan-7-yl)methanone FC1=CC=C(C=C1)N1N=C(N=N1)C1CCN(CC1)C(=O)[C@H]1NCC2(CCC2)[C@@H](C1)O